2-(1-(4-fluorophenyl)cyclopropyl)-5,6,7,8-tetrahydropyrido[4,3-d]pyrimidin-4(3H)-one FC1=CC=C(C=C1)C1(CC1)C=1NC(C2=C(N1)CCNC2)=O